FC=1C=CC(=NC1C(F)(F)F)[C@H](NC(=O)N1[C@@H](C(NCC1)=O)C)C1=CC=C(C=C1)OCC(F)(F)F |o1:11| (2R)-N-((R or S)-(5-fluoro-6-(trifluoro-methyl)pyridin-2-yl)(4-(2,2,2-trifluoro-ethoxy)phenyl)methyl)-2-methyl-3-oxopiperazine-1-carboxamide